tert-butyl 2-((3-(7,7-difluorooctyl)-1,2,4-oxadiazol-5-yl)methyl)acrylate FC(CCCCCCC1=NOC(=N1)CC(C(=O)OC(C)(C)C)=C)(C)F